COC=1C=C2CCN(CC2=CC1NC1=NC=C2C(=N1)N(N=C2)C[C@@H]2[C@@H](CCC2)C(=O)O)C |r| rac-cis-2-[[6-[(6-methoxy-2-methyl-3,4-dihydro-1H-isoquinolin-7-yl)amino]pyrazolo[3,4-d]pyrimidin-1-yl]methyl]cyclopentanecarboxylic acid